CN(CCC1=CN=C(N1COCC[Si](C)(C)C)NC1=NC2=CC=CC=C2C(=N1)C)C N-{5-[2-(dimethylamino)ethyl]-1-{[2-(trimethylsilyl)ethoxy]methyl}imidazol-2-yl}-4-methylquinazolin-2-amine